N-allyl-N-({4-[5-(trifluoromethyl)-1,2,4-oxadiazol-3-yl]phenyl}methyl)acetamide C(C=C)N(C(C)=O)CC1=CC=C(C=C1)C1=NOC(=N1)C(F)(F)F